N-(2,4-dimethyl-1-phenylpentan-2-yl)-6-methyl-1H-pyrrolo[2,3-b]pyridine-5-carboxamide CC(CC1=CC=CC=C1)(CC(C)C)NC(=O)C=1C=C2C(=NC1C)NC=C2